C1=CC=C2C(=C1)C(=O)C(=O)O2 benzofurandione